FC1=C(CN2C(=NC3=C2C=CC(=C3)F)CN3C(C(=CC=C3)NC([C@@H](CC\C=C\C(=O)N(C)C)CN(C([O-])=O)C)=O)=O)C=CC(=C1)F (S,E)-1-((1-((1-(2,4-Difluorobenzyl)-5-fluoro-1H-benzo[d]imidazol-2-yl)methyl)-2-oxo-1,2-dihydropyridin-3-yl)amino)-7-(dimethylamino)-1,7-dioxohept-5-en-2-yl-dimethylcarbamat